P(=O)(OC1=C(C=C(C=C1)Br)Br)(OC1=C(C=C(C=C1)Br)Br)OC1=C(C=C(C=C1)Br)Br tri(2,4-dibromophenyl) phosphate